C1(CCCCC1)C=CC1=CC2=CC=CC=C2C=C1 2-(2-cyclohexylvinyl)naphthalene